(R)-N-((S)-1-((6-(azepan-1-yl)-2-chloro-5-(hydroxymethyl)pyrimidin-4-yl)methyl)-4-chloro-2,3-dihydro-1H-inden-1-yl)-2-methylpropane-2-sulfinamide N1(CCCCCC1)C1=C(C(=NC(=N1)Cl)C[C@]1(CCC2=C(C=CC=C12)Cl)N[S@](=O)C(C)(C)C)CO